Cl.CC1=C(C(=CC(=C1)N)C)O 2,6-dimethyl-4-aminophenol hydrochloride